Bis-(dodecylphenyl)-iodonium hexafluoro-phosphat F[P-](F)(F)(F)(F)F.C(CCCCCCCCCCC)C1=C(C=CC=C1)[I+]C1=C(C=CC=C1)CCCCCCCCCCCC